CC(=C(C)O)O 2-butene-2,3-diol